FC1=C(CN2C(N(C(C3=CC=C(C=C23)C(=O)NCC2=C(C=C(C=C2F)F)F)C)C)=O)C(=CC(=C1)OC)F 1-(2,6-difluoro-4-methoxybenzyl)-3,4-dimethyl-2-oxo-N-(2,4,6-trifluorobenzyl)-1,2,3,4-tetrahydro-quinazoline-7-carboxamide